ClC1=CC=C2C(=C(C(N(C2=C1)C1=CC=CC=C1)=O)C#N)O 7-chloro-4-hydroxy-2-oxo-1-phenyl-1,2-dihydroquinoline-3-carbonitrile